Cl.N[C@@H](C)C1=C(C=C(C=C1)C1=NC=CC(=C1Cl)C=1C(=C(C=CC1)C1=CC=C(C(=N1)OC)[C@H](C)N)Cl)OC (S)-1-(6-(3-(2-(4-((S)-1-aminoethyl)-3-methoxyphenyl)-3-chloropyridin-4-yl)-2-chlorophenyl)-2-methoxypyridin-3-yl)ethan-1-amine hydrochloride salt